ClC=1C=C(C(=O)NC2=NN(C(=C2)C2=NC3=C(N2)C(=C(C=C3)OC)F)CC3=CC=C(C=C3)OC)C=CC1OC 3-chloro-N-[5-(7-fluoro-6-methoxy-1H-benzimidazol-2-yl)-1-[(4-methoxyphenyl)methyl]pyrazol-3-yl]-4-methoxy-benzamide